N1(CCCCCC1)C1=CC=C(C(=N1)C)NC1=CC=C(CNC(=O)C2CNC(C2)=O)C=C1 N-(4-((6-(azepan-1-yl)-2-methylpyridin-3-yl)amino)benzyl)-5-oxopyrrolidine-3-carboxamide